(Phenyl)(3-buten-1-yl)methylene(cyclopentadienyl)(2,7-di-tert-butylfluoren-9-yl)hafnium C1(=CC=CC=C1)C(=[Hf](C1C2=CC(=CC=C2C=2C=CC(=CC12)C(C)(C)C)C(C)(C)C)C1C=CC=C1)CCC=C